(3S,4S)-8-(9-((2-fluorophenyl)ethynyl)-7H-imidazo[1,2-c]pyrazolo[4,3-e]pyrimidin-5-yl)-3-methyl-2-oxa-8-azaspiro[4.5]decan-4-amine FC1=C(C=CC=C1)C#CC1=NNC2=C1C=1N(C(=N2)N2CCC3([C@@H]([C@@H](OC3)C)N)CC2)C=CN1